C(CCCCCCCCCCC)C1=C(C=C2C(C(=C(O2)C2=CC=C(C=C2)OC)C2=CC(=CC(=C2)OC)OC)=C1C(=O)N)OC n-dodecyl-2-(4-methoxyphenyl)-3-(3,5-dimethoxyphenyl)-6-methoxy-4-benzofurancarboxamide